O1CCC(CC1)OC=1C=CC(=NC1)C1=NSC(=C1)N 3-[5-(oxan-4-yloxy)pyridin-2-yl]-1,2-thiazol-5-amine